(±)-3-((7-Ethyl-6-oxo-5,6-dihydro-1,5-naphthyridin-3-yl)methyl)-N-methyl-1,2,3,4,4a,5-hexahydro-7H-pyrazino[2,1-c]pyrido[3,2-e][1,4]oxazepine-9-carboxamide C(C)C=1C(NC=2C=C(C=NC2C1)CN1C[C@@H]2COCC3=C(N2CC1)C=CC(=N3)C(=O)NC)=O |r|